C1(CCCCC1)P(C1=C(C(=CC=C1OC)OC)C1=C(C=C(C=C1C(C)C)C(C)C)C(C)C)C1CCCCC1 2-(dicyclohexylphosphino)-3,6-dimethoxy-2',4',6'-triisopropyl-1,1'-biphenyl